Methylammonium pivalat C(C(C)(C)C)(=O)[O-].C[NH3+]